FC1=C(CNC(=N)S)C=C(C(=C1)F)F N-(2,4,5-trifluorobenzyl)carbamimidothioic acid